C(C)(C)(C)OC(=O)N1C[C@@H]([C@H](CC1)NC(=O)C=1SC(=NN1)C1=C(C=C(C=C1)F)F)C(NC1(CC1)C1=NC=CC=N1)=O (3S,4S)-4-{[5-(2,4-difluoro-phenyl)-[1,3,4]thiadiazole-2-carbonyl]-amino}-3-(1-pyrimidin-2-yl-cyclopropylcarbamoyl)-piperidine-1-carboxylic acid tert-butyl ester